C(C)(C)(C)OC(=O)CN1CCNCCCN(CCNCCC1)CC(=O)OC(C)(C)C 4,11-bis(tert-butoxycarbonylmethyl)-1,4,8,11-tetraazacyclotetradecane